11'-(5-chloro-2,4-difluorophenyl)-10'-(trifluoromethyl)-2'H,4'H,6'H-spiro[cyclopropane-1,3'-[1,4]thiazepino[2,3,4-ij]quinazoline]-6',8'(7'H)-dione ClC=1C(=CC(=C(C1)C1=C(C=C2C(NC(N3C2=C1SCC1(C3)CC1)=O)=O)C(F)(F)F)F)F